C(#N)C1=C(C=CC=C1)N1CCN(CC1)C([C@@H](CO)NC(=O)NC=1N=C(SC1)C#C)=O (R)-1-(1-(4-(2-Cyanophenyl)piperazin-1-yl)-3-hydroxy-1-oxopropan-2-yl)-3-(2-ethynylthiazol-4-yl)urea